4-[4-(cyclopropylmethyl)-1-piperazinyl]-cyclohexylamine trihydrochloride Cl.Cl.Cl.C1(CC1)CN1CCN(CC1)C1CCC(CC1)N